[2-(6-(4-fluoro-2-(2-(3-(2-hydroxy-prop-2-yl)-1,5-dimethyl-1H-pyrazol-4-yl)ethoxy)phenyl)-imidazo[1,2-a]pyridin-3-yl)ethyl]carbamic acid tert-butyl ester C(C)(C)(C)OC(NCCC1=CN=C2N1C=C(C=C2)C2=C(C=C(C=C2)F)OCCC=2C(=NN(C2C)C)C(C)(C)O)=O